N-(3-Aminopropyl)-imidazole NCCCN1C=NC=C1